C1(CCCCC1)C(NC1=CC=C(C=C1)C)C=1OC(=NN1)C1=CC=CC=C1 N-(cyclohexyl-(5-phenyl-1,3,4-oxadiazol-2-yl)methyl)-4-methylaniline